C(C)(C)(C)OC(=O)N1C2CC(CC1CCC2)NC=2N=C(C1=C(N2)C=CS1)NC1=NNC(=C1)C tert-butyl-(3-exo)-3-((4-((5-methyl-1H-pyrazol-3-yl) amino) thieno[3,2-d]pyrimidin-2-yl) amino)-9-azabicyclo[3.3.1]nonane-9-carboxylate